6-chloro-4-{[2-methoxy-3-(1-methyl-5-{3-oxa-8-azabicyclo[3.2.1]oct-8-yl}-1H-1,2,4-triazol-3-yl)phenyl]amino}-N-deutero-methylpyridazine-3-carboxamide ClC1=C(C(=C(N=N1)C(=O)N[2H])NC1=C(C(=CC=C1)C1=NN(C(=N1)N1C2COCC1CC2)C)OC)C